2,5-bis(p-diethylaminophenyl)-1,3,4-oxadiazole C(C)N(C1=CC=C(C=C1)C=1OC(=NN1)C1=CC=C(C=C1)N(CC)CC)CC